BrS1C=CC=2NC(N(C(C21)=O)C2=CN=CC1=CC=CC=C21)=O 5-bromo-3-(4-isoquinolyl)-1H-thieno[3,2-d]pyrimidine-2,4-dione